S1C=C(C=C1)CCCC(=O)N 4-(thien-3-yl)butanamide